(1R,3aS,6aR)-N-((S)-1-cyano-2-((S)-2-oxopiperidin-3-yl)ethyl)-2-(4-fluoro-7-difluoromethyl-1H-indole-2-carbonyl)-5,5-difluorooctahydrocyclopenta[c]pyrrole-1-carboxamide C(#N)[C@H](C[C@H]1C(NCCC1)=O)NC(=O)[C@@H]1N(C[C@@H]2[C@H]1CC(C2)(F)F)C(=O)C=2NC1=C(C=CC(=C1C2)F)C(F)F